2-methyl-4,6-dihydrospiro[cyclopenta[d]thiazol-5,4'-piperidin]-4-amine CC=1SC2=C(N1)C(C1(CCNCC1)C2)N